O=C1N(CC2=CC(=CC=C12)CN1CCC(CC1)C1=CC(=CC=C1)C(F)(F)F)C1C(NC(CC1)=O)=O 3-(1-oxo-5-((4-(3-(trifluoromethyl)phenyl)piperidin-1-yl)methyl)isoindolin-2-yl)piperidine-2,6-dione